C(OCN1C(NC(C(=C1)F)=O)=O)(OCCCCCC)=O (5-Fluoro-2,4-dioxo-3,4-dihydropyrimidin-1(2H)-yl)methyl hexyl carbonate